NC=1C=2N(C3=CC(=CC=C3N1)C(N([C@@H]1COC3=C1C=CC(=C3)C(F)(F)F)C)=O)C=NC2C(=O)OC methyl (S)-4-amino-8-(methyl(6-(trifluoromethyl)-2,3-dihydrobenzofuran-3-yl)carbamoyl)imidazo[1,5-a]quinoxaline-3-carboxylate